1-fluoro-2-(isocyanomethyl)-3-methoxybenzene FC1=C(C(=CC=C1)OC)C[N+]#[C-]